N-{2-[(3R,4S)-3-fluoro-4-(2H3)methoxy-piperidin-1-yl]pyrimidin-4-yl}-8-[(2R,3S)-3-(methanesulfonyl-methyl)-2-methylazetidin-1-yl]-5-(propan-2-yl)-2,6-naphthyridin-3-amine F[C@@H]1CN(CC[C@@H]1OC([2H])([2H])[2H])C1=NC=CC(=N1)NC=1N=CC2=C(C=NC(=C2C1)C(C)C)N1[C@@H]([C@H](C1)CS(=O)(=O)C)C